8-methoxy-5-phenyl-2,3,4,5-tetrahydro-1,2,5-benzothiadiazepine 1,1-dioxide COC1=CC2=C(N(CCNS2(=O)=O)C2=CC=CC=C2)C=C1